1,2-benzenedicarboxylic acid C=1(C(=CC=CC1)C(=O)O)C(=O)O